NC=1SC2=C(N1)C=C(C1=C2NC=N1)C=1C(=CC(=NC1)C(CC)=O)C 1-(5-(2-amino-8H-imidazo[4',5':3,4]benzo[1,2-d]thiazol-5-yl)-4-methylpyridin-2-yl)propan-1-one